2,6-dimethyl-6-(4-methyl-3-pentenyl)bicycloheptane-2-ene CC=1C(CC(CCC1)(CCC=C(C)C)C)C1CCCCCC1